2-((1-Cyclopropylethyl)(6-(trifluoromethyl)-2,3-dihydrobenzofuran-3-yl)amino)-2-oxoacetic acid C1(CC1)C(C)N(C(C(=O)O)=O)C1COC2=C1C=CC(=C2)C(F)(F)F